tert-Butyl (2-methyl-1-((1r,4r)-4-sulfamoylcyclohexyl)propan-2-yl)carbamate CC(CC1CCC(CC1)S(N)(=O)=O)(C)NC(OC(C)(C)C)=O